3',6'-dihydro[3,4'-bipyridin] N1=CC(=CC=C1)C=1CC=NCC1